6,9-heneicosadiene-11-ol CCCCCC=CCC=CC(CCCCCCCCCC)O